NNN=NCCCCCCCCCCCCCCCC(=O)O tetraazaicos-3-en-20-oic acid